NC1=C(C=CC=C1S(=O)(=O)C)[C@@H](C(=O)O)C (S)-2-amino-3-methylsulfonyl-phenylpropionic acid